(7S)-9-(2,6-difluorophenyl)-3,7-dimethyl-13-oxa-18-thia-2,4,5,8-tetraazatetracyclo[8.8.0.02,6.011,17]octadeca-1(10),3,5,8,11(17)-pentaene FC1=C(C(=CC=C1)F)C1=N[C@H](C2=NN=C(N2C=2SC=3CCCOCC3C12)C)C